4-bromo-α,α-difluoro-3-(trifluoromethyl)-benzenepropanoic acid BrC1=C(C=C(C=C1)CC(C(=O)O)(F)F)C(F)(F)F